C(C)(C)(C)OC(=O)N1CC(C1)OS(=O)(=O)C1=CC=C(C=C1)C 3-(p-tolylsulfonyloxy)azetidine-1-carboxylic acid tert-butyl ester